1,2-dioctanoyl-glycero-3-phosphoglycerol C(CCCCCCC)(=O)OCC(OC(CCCCCCC)=O)COP(=O)(O)OCC(O)CO